OCCC1=CC(=C(C=C1OC)CC(CC)NC(OC(C)(C)C)=O)OC tert-butyl (1-(4-(2-hydroxyethyl)-2,5-dimethoxyphenyl)butan-2-yl)carbamate